(4aR,8aS)-6-[6-[difluoro-[2-methoxy-6-(trifluoromethyl)-3-pyridyl]methyl]-2-azaspiro[3.3]heptane-2-carbonyl]-4,4a,5,7,8,8a-hexahydropyrido[4,3-b][1,4]oxazin-3-one FC(C1CC2(CN(C2)C(=O)N2C[C@@H]3[C@@H](OCC(N3)=O)CC2)C1)(C=1C(=NC(=CC1)C(F)(F)F)OC)F